ethyl (1R,3S)-3-aminocyclopentanecarboxylate trifluoroacetate FC(C(=O)O)(F)F.N[C@@H]1C[C@@H](CC1)C(=O)OCC